ClC=1C=C(CN2C(N(C3N=C(N(C3C2=O)C)N[C@@H]2C[C@H](CC2)C(=O)O)C)=O)C=CC1Cl (±)-(trans)-3-((1-(3,4-dichlorobenzyl)-3,7-dimethyl-2,6-dioxo-2,3,4,5,6,7-hexahydro-1H-purin-8-yl)amino)cyclopentane-1-carboxylic acid